Cl.Cl.Cl.N[C@@H]1CN(C[C@@H](C1)C)C1=C(C=NC=C1)NC(=O)C=1C(=C(C(=CC1)F)C1=C(C=C(C=C1F)N1CCNCC1)F)F N-(4-((3S,5R)-3-amino-5-methylpiperidin-1-yl)pyridin-3-yl)-2,2',6,6'-tetrafluoro-4'-(piperazin-1-yl)-[1,1'-biphenyl]-3-carboxamide trihydrochloride